N-[(2,3-difluoro-4-methoxyphenyl)methyl]-6-methyl-4-[(1-methylcyclopropyl)amino]furo[2,3-d]pyrimidine-5-carboxamide FC1=C(C=CC(=C1F)OC)CNC(=O)C1=C(OC=2N=CN=C(C21)NC2(CC2)C)C